[Cl-].C(CCCCCCCCCCCCCCCCCCCCC)[P+](C)(C)C behenyl-trimethyl-phosphonium chloride